BrC=1N=C2C(=C(C(N(C2=CC1)CC#N)=O)C#N)N1CCN(CC1)C1CCC2=CC=C(C=C12)OC 6-bromo-1-(cyanomethyl)-4-(4-(6-methoxy-2,3-dihydro-1H-inden-1-yl)piperazin-1-yl)-2-oxo-1,2-dihydro-1,5-naphthyridine-3-carbonitrile